[4-[1-(oxan-2-yl)-1H-pyrazol-4-yl]-1,3-azaborol-5-yl]Boronic acid O1C(CCCC1)N1N=CC(=C1)C=1B=CNC1B(O)O